6-Chloro-7-methoxy-1-(3,3,3-trifluoropropyl)-1H-pyrazolo[4,3-c]pyridine ClC1=C(C2=C(C=N1)C=NN2CCC(F)(F)F)OC